C(C)C1=CC2=C(N=C(N=C2)NC2=CC(=C(C=C2)OC2CCN(CC2)C)C)N1C1=CC=CC(=N1)C(C)C 2-(6-(6-ethyl-2-((3-methyl-4-((1-methylpiperidin-4-yl)oxy)phenyl)amino)-7H-pyrrolo[2,3-d]pyrimidin-7-yl)pyridin-2-yl)propan